ClC1=CC2=C(OC(CN2C)C(=O)OCC)C=C1 ethyl 6-chloro-4-methyl-3,4-dihydro-2H-benzo[b][1,4]oxazine-2-carboxylate